(R)-tert-butyl 3-((4-(methoxycarbonyl)phenoxy)methyl)pyrrolidine-1-carboxylate COC(=O)C1=CC=C(OC[C@H]2CN(CC2)C(=O)OC(C)(C)C)C=C1